methyl 2-((4-((6-((4-cyano-2-fluorophenoxy) methyl) pyridin-2-yl) oxy) piperidin-1-yl) methyl)-1-methyl-1H-benzo[d]imidazole-6-carboxylate C(#N)C1=CC(=C(OCC2=CC=CC(=N2)OC2CCN(CC2)CC2=NC3=C(N2C)C=C(C=C3)C(=O)OC)C=C1)F